3-(2-tertiary butylphenyl)propanenitrile C(C)(C)(C)C1=C(C=CC=C1)CCC#N